3-hexanol CCC(CCC)O